(S)-N-((9-amino-4-ethyl-8-fluoro-4-hydroxy-3,14-dioxo-3,4,12,14-tetrahydro-1H-pyrano[3',4':6,7]indolizino-[1,2-b]quinolin-11-yl)methyl)-acetamide NC1=CC=2C(=C3C(=NC2C=C1F)C1=CC2=C(C(N1C3)=O)COC([C@]2(O)CC)=O)CNC(C)=O